ClC=1C=CC2=C(N=C(O2)C2CC3(CC(C3)NC(=O)C3CN(C(C3)=O)C3=C(C(=CC=C3)Cl)C)C2)C1 N-[6-(5-chloro-1,3-benzoxazol-2-yl)spiro[3.3]heptan-2-yl]-1-(3-chloro-2-methyl-phenyl)-5-oxo-pyrrolidine-3-carboxamide